OCC1CCC(CC1)NC=1C2=C(N=C(N1)NC=1C=NN(C1)C1CCN(CC1)C)NC=C2C=O (4-(((1s,4s)-4-(hydroxymethyl)cyclohexyl)amino)-2-((1-(1-methylpiperidin-4-yl)-1H-pyrazol-4-yl)amino)-7H-pyrrolo[2,3-d]pyrimidin-5-yl)methanone